CC1=C(C(=CC(=C1)N1CC2=C(CCC1)C=C(C=C2)SC)C)NC(CC(C)(C)C)=O N-(2,6-Dimethyl-4-(7-(methylthio)-1,3,4,5-tetrahydro-2H-benzo[c]azepine-2-yl)phenyl)-3,3-Dimethylbutanamide